(2S)-2-amino-3-(4-(2-amino-6-((R)-1-(4-chloro-2-(furan-3-yl)phenyl)-2,2,2-trifluoroethoxy)pyrimidine-4-yl)cyclohex-3-ene-1-yl)propionic acid hydrochloride Cl.N[C@H](C(=O)O)CC1CC=C(CC1)C1=NC(=NC(=C1)O[C@@H](C(F)(F)F)C1=C(C=C(C=C1)Cl)C1=COC=C1)N